1-methyl-4-[(3-methyl-2(3H)-benzothiazolylidene)methyl]quinoline CN1CC=C(C2=CC=CC=C12)C=C1SC2=C(N1C)C=CC=C2